2-methyl-5-nitro-1-(((S)-oxirane-2-yl)methyl)1H-imidazole CC=1N(C(=CN1)[N+](=O)[O-])C[C@@H]1OC1